C1(=CC=CC=C1)N(C1=CC=2NC3=CC=CC=C3C2C=C1)C1=CC=CC=C1 N,N-diphenyl-9H-carbazole-2-amine